3-((5-chloro-4-(4'-fluoro-[1,1'-biphenyl]-3-yl)pyrimidin-2-yl)amino)cyclohexane-1-carboxylic acid ClC=1C(=NC(=NC1)NC1CC(CCC1)C(=O)O)C=1C=C(C=CC1)C1=CC=C(C=C1)F